C(C)(C)(C)OC(=O)N1CCC2(C(CC2)CC(=O)OCC)CC1.C(C)(C)(C)OOC(C)(C)C1=CC(=CC=C1)C(C)(C)OOC(C)(C)C 1,3-di(t-butylperoxyisopropyl)benzene tert-butyl-3-(2-ethoxy-2-oxo-ethyl)-7-azaspiro[3.5]nonane-7-carboxylate